1,3-Diazol N1C=NC=C1